nitrogen (ammonium) [NH4+].[N+3]